C(CCCCC)C1(C2=CC(=CC=C2N(C=2C=CC(=CC12)C)C1=CC=C(C=C1)C(C(=O)C1=CC=C(C=C1)N1C=2C=CC(=CC2C(C2=CC(=CC=C12)C)(CCCCCC)CCCCCC)C)=O)C)CCCCCC 1,2-bis(4-(9,9-dihexyl-2,7-dimethylacridine-10(9H)yl)phenyl)ethane-1,2-dione